C12CN(CC(CC1)O2)S(=O)(=O)C=2C=C(N)C=CC2 3-((8-oxa-3-azabicyclo[3.2.1]octan-3-yl)sulfonyl)aniline